BrC=1C(=C(C=2N(C1)N=C(N2)C=2CCOCC2)CC=O)CC 2-[6-bromo-2-(3,6-dihydro-2H-pyran-4-yl)-7-ethyl-[1,2,4]triazolo[1,5-a]pyridin-8-yl]acetaldehyde